[2'-fluoro-5'-methoxy-2-(tetrahydro-pyran-2-yloxy)-biphenyl-4-yl]-methanol FC1=C(C=C(C=C1)OC)C1=C(C=C(C=C1)CO)OC1OCCCC1